3-(4-isoquinolinyl)-1H-thieno[2,3-d]pyrimidine-2,4-dione C1=NC=C(C2=CC=CC=C12)N1C(NC2=C(C1=O)C=CS2)=O